(R)-1-((S)-5,7-dihydro-4H-thieno[2,3-c]pyran-7-yl)ethylamine S1C=CC2=C1[C@@H](OCC2)[C@@H](C)N